COC[C@H]1[C@@H](C1)C1=CNC2=NC=CC(=C21)N[C@@H]2CC[C@@H](N(C2)C(C=C)=O)C 1-((2S,5R)-5-((3-((1R,2R)-2-(methoxymethyl)cyclopropyl)-1H-pyrrolo[2,3-b]pyridin-4-yl)amino)-2-methylpiperidin-1-yl)prop-2-en-1-one